ClC1=CC(=C(C=C1)C=1C=2N(C(=NN1)N[C@H]1CN(CCC1)C)C=CC2)OCC(F)(F)F 1-[4-chloro-2-(2,2,2-trifluoroethoxy)phenyl]-N-[(3R)-1-methylpiperidin-3-yl]pyrrolo[1,2-d][1,2,4]triazin-4-amine